N,N-dimethyl-1-(nonyloxy)-3-[(9Z,12Z)-octadec-9,12-dien-1-yloxy]propan-2-amine CN(C(COCCCCCCCCC)COCCCCCCCC\C=C/C\C=C/CCCCC)C